2-(5-(2-fluorobenzyl)-5-hydroxyhexahydrocyclopenta[c]pyrrol-2(1H)-yl)-1-(5-hydroxypyridin-2-yl)ethanone FC1=C(CC2(CC3C(CN(C3)CC(=O)C3=NC=C(C=C3)O)C2)O)C=CC=C1